5-[2-(2,4-difluorophenoxy)-5-(methylsulfonylmethyl)phenyl]-1,4-dimethylpyridin-2-one FC1=C(OC2=C(C=C(C=C2)CS(=O)(=O)C)C=2C(=CC(N(C2)C)=O)C)C=CC(=C1)F